γ-mercaptopropylethyldipropoxy-silane SCCC[Si](OCCC)(OCCC)CC